C(C)(=O)OC1CCC(CC1)C(C)(C)C 4-{1,1-dimethylethyl}-1-cyclohexyl acetate